C1(=CC=CC=C1)PC=1C=C(C(=O)O)C=CC1 3-(phenylphosphino)benzoic acid